COC1=CC=C(C=C1)NC(=O)N1CCCCN2[C@@H]([C@@H]([C@@H]2C1)C1=CC=C(C=C1)C#CC1=CC=CC=C1)CNCCC(=O)O 3-((((8R,9S,10S)-6-((4-methoxyphenyl)carbamoyl)-9-(4-(phenylethynyl)phenyl)-1,6-diazabicyclo[6.2.0]decan-10-yl)methyl)amino)propanoic acid